tert-butyl (2-(4-(4-amino-5-((2,3-dichlorophenyl)thio)-1-methyl-6-oxo-1,6-dihydropyrimidin-2-yl)-1,4-diazepan-1-yl)ethyl)carbamate NC=1N=C(N(C(C1SC1=C(C(=CC=C1)Cl)Cl)=O)C)N1CCN(CCC1)CCNC(OC(C)(C)C)=O